FC1=CC=C(C=C1)C 4-fluorophenylmethane